6-(4,4,5,5-tetramethyl-1,3,2-dioxaborolan-2-yl)-1-((2-(trimethylsilyl)ethoxy)methyl)-1H-[1,2,3]triazolo[4,5-b]pyridine CC1(OB(OC1(C)C)C=1C=C2C(=NC1)N=NN2COCC[Si](C)(C)C)C